S1C=NC2=C1C(=CC=C2)C2=CC=C(C=C2)C=CC(=O)NC=2N=C(SC2)C#C[Si](C)(C)C 3-(4-(Benzothiazol-7-yl)phenyl)-N-(2-((trimethylsilyl)ethynyl)thiazol-4-yl)propenamide